BrC(=CC=1C(=NN(C1)C1=CC=CC=C1)OCCCCCC)Br 4-(2,2-Dibromoethenyl)-3-(hexyloxy)-1-phenyl-1H-pyrazole